ClC1=CC=CC=C1 Chlorobenzol